ClC1=CC=C(C=C1)C1=NC(=NC(=C1)N1CC2=CC(=C(C=C2CC1)OC)OC)N 4-(4-Chlorophenyl)-6-(6,7-dimethoxy-3,4-dihydroisoquinolin-2(1H)-yl)pyrimidin-2-amine